3-[[4-[2-[(5-aminopyridazin-3-yl)amino]pyrazolo[1,5-a]pyridin-5-yl]-6-(difluoromethoxy)-3-pyridyl]oxy]-2,2-dimethyl-propanenitrile NC=1C=C(N=NC1)NC1=NN2C(C=C(C=C2)C2=C(C=NC(=C2)OC(F)F)OCC(C#N)(C)C)=C1